OCC(C)(C)NC(=O)C1=C(OC2=C1C=C(C=C2)OCC2=C(N=CS2)C)C N-(1-hydroxy-2-methylpropan-2-yl)-2-methyl-5-((4-methylthiazol-5-yl)methoxy)benzofuran-3-carboxamide